tert-butyl 2-(1-(tetrahydro-2H-pyran-2-yl)-1H-pyrazol-3-yl)acetate O1C(CCCC1)N1N=C(C=C1)CC(=O)OC(C)(C)C